4-nitro-1-(3-(trifluoromethoxy)phenyl)-1H-imidazole [N+](=O)([O-])C=1N=CN(C1)C1=CC(=CC=C1)OC(F)(F)F